CN[C@H]1CN2C(OC1)=C(C=N2)S(=O)(N)=NC(NC2=C1C(=CC=3CCCC23)CC1)=O (6S)-6-(methylamino)-N'-((2,4,5,6-tetrahydro-1H-cyclobuta[f]inden-3-yl)carbamoyl)-6,7-dihydro-5H-pyrazolo[5,1-b][1,3]oxazine-3-sulfonimidamide